2-bromo-1-iodo-4-isopropyl-benzene BrC1=C(C=CC(=C1)C(C)C)I